(S)-1-(3-((tert-butyldimethylsilyl)oxy)propoxy)-5,5,5-trifluoropentan-2-amine [Si](C)(C)(C(C)(C)C)OCCCOC[C@H](CCC(F)(F)F)N